COC1=C(C=CC(=C1)CCC(=O)CCCCC2=CC=CC=C2)O The molecule is a ketone that is heptan-3-one substituted by a 4-hydroxy-3-methoxyphenyl group at position 1 and a phenyl group at position 7. Isolated from in Alpinia oxyphylla, it exhibits antineoplastic and inhibitory activities against COX-1, COX-2 and NO synthase. It has a role as a metabolite, a cyclooxygenase 1 inhibitor, a cyclooxygenase 2 inhibitor, an EC 1.14.13.39 (nitric oxide synthase) inhibitor and an antineoplastic agent. It is a monomethoxybenzene, a member of phenols and a ketone.